4-(3-nitrophenyl)methylene-2,6-di-tert-butyl-2,5-cyclohexadiene-1-one [N+](=O)([O-])C=1C=C(C=CC1)C=C1C=C(C(C(=C1)C(C)(C)C)=O)C(C)(C)C